3-amino-1-propenyl-triethoxysilane NCC=C[Si](OCC)(OCC)OCC